C1(CCCCC1)[C@H]1[C@H](C2=CC=C(C=C2C(C1)(F)F)O)C1=CC=C(C=C1)N1CCC(CC1)C=O 1-(4-((1S,2S)-2-cyclohexyl-4,4-difluoro-6-hydroxy-1,2,3,4-tetrahydronaphthalen-1-yl)phenyl)piperidine-4-carbaldehyde